2-(1-(4-amino-3-(3-methyl-1H-indazol-6-yl)-1H-pyrazolo[3,4-d]pyrimidin-1-yl)ethyl)-6-fluoro-3-phenyl-4H-chromen-4-one 2-cyano-[(9Z)-6-oxaspiro[4.5]decan-9-ylidene]ethyl-acetate C(#N)\C(\CCC(=O)O)=C/1\CCOC2(CCCC2)C1.NC1=C2C(=NC=N1)N(N=C2C2=CC=C1C(=NNC1=C2)C)C(C)C=2OC1=CC=C(C=C1C(C2C2=CC=CC=C2)=O)F